1H-Pyrazolo[3,4-b]pyridine-5-carboxylic acid 4-[4-(2,2,2-trifluoro-ethylamino)-piperidine-1-sulfonyl]-benzylamide FC(CNC1CCN(CC1)S(=O)(=O)C1=CC=C(CNC(=O)C=2C=C3C(=NC2)NN=C3)C=C1)(F)F